1-(((4-Nitrophenoxy)(phenoxy)phosphoryl)amino)cyclobutanecarboxylic acid 2-ethylbutyl ester C(C)C(COC(=O)C1(CCC1)NP(=O)(OC1=CC=CC=C1)OC1=CC=C(C=C1)[N+](=O)[O-])CC